N-(2-((2-(azetidin-1-yl)ethyl)(methyl)amino)-5-((5-chloro-4-((1-(ethylsulfonyl)indolin-7-yl)amino)pyrimidin-2-yl)amino)-4-methoxyphenyl)acrylamide N1(CCC1)CCN(C1=C(C=C(C(=C1)OC)NC1=NC=C(C(=N1)NC=1C=CC=C2CCN(C12)S(=O)(=O)CC)Cl)NC(C=C)=O)C